C(C)(CC)C1C(NC2=C(CN1C(=O)NC1CN(CC1)C)C=C(C=C2)F)=O 3-(sec-butyl)-7-fluoro-N-(1-methylpyrrolidin-3-yl)-2-oxo-1,2,3,5-tetrahydro-4H-benzo[1,4]diazepine-4-carboxamide